OC1C(O)(CO)CCCCCCCCCCC1 undecanoglycerol